FC1(C(C(C(C(C1(S(=O)(=O)[O-])F)(F)F)(F)F)(F)F)(F)F)F.[K+].FC1(C(C1)C(=O)NC1=NC=C2C=C(C=3N(C2=C1)C=CN3)C=3C=NC(=CC3C)[C@@H](CCC)O)F 2,2-difluoro-N-(4-(6-((R)-1-hydroxybutyl)-4-methylpyridin-3-yl)imidazo[1,2-a][1,6]naphthyridin-8-yl)cyclopropane-1-carboxamide potassium undecafluorocyclohexanesulphonate